CN1C(C=2CCNCC2C(=C1)C=1C=NC=2N(C1)N=CC2C2=CC=C(C#N)C=C2)=O 4-(6-(2-methyl-1-oxo-1,2,5,6,7,8-hexahydro-2,6-naphthyridin-4-yl)pyrazolo[1,5-a]pyrimidin-3-yl)benzonitrile